(12AR)-9-bromo-10-fluoro-8-methoxy-6-oxo-3,4,12,12a-tetrahydro-6H-pyrazino[2,1-c][1,4]benzoxazepine-2(1H)-carboxylic acid tert-butyl ester C(C)(C)(C)OC(=O)N1C[C@@H]2COC3=C(C(N2CC1)=O)C=C(C(=C3F)Br)OC